4-(4-fluorophenyl)-7-(4-methyl-1,3-thiazol-5-yl)-2-(2-(2-propenoyl)-2,6-diazaspiro[3.4]octan-6-yl)-1,5-naphthyridine-3-carbonitrile FC1=CC=C(C=C1)C1=C(C(=NC2=CC(=CN=C12)C1=C(N=CS1)C)N1CC2(CN(C2)C(C=C)=O)CC1)C#N